FC1=CC=C(C=C1)N1N=C(C2=C1C(N(CC2)C2=CC=CC=C2)=O)C(=O)O 1-(4-Fluorophenyl)-7-oxo-6-phenyl-4,5,6,7-tetrahydro-1H-pyrazolo[3,4-c]pyridine-3-carboxylic acid